(1r,2'R,4R)-4-(3-bromoanilino)-2'-(3-methoxyphenyl)-2',3'-dihydrospiro[cyclohexane-1,1'-indene]-4-carboxylic acid BrC=1C=C(NC2(CCC3([C@H](CC4=CC=CC=C34)C3=CC(=CC=C3)OC)CC2)C(=O)O)C=CC1